C(CCC)OCCCC=C(C(=O)[O-])C#N butoxypropyl-cyanoacrylate